N-(2,2-difluoro-3-hydroxynonanoyl)-N-methyl-L-leucine methyl ester COC([C@@H](N(C)C(C(C(CCCCCC)O)(F)F)=O)CC(C)C)=O